N-(3-bromo-4-chlorobenzyl)-N-(2,2-dimethoxyethyl)-4-methylbenzenesulfonamide BrC=1C=C(CN(S(=O)(=O)C2=CC=C(C=C2)C)CC(OC)OC)C=CC1Cl